Benzyl-ammonium benzoate C(C1=CC=CC=C1)(=O)[O-].C(C1=CC=CC=C1)[NH3+]